6-chloro-1-methyl-3-(1,2,3,4-tetrahydroquinolin-1-yl)-1,2-dihydropyridin-2-one ClC1=CC=C(C(N1C)=O)N1CCCC2=CC=CC=C12